FC1=CC(=C(C=C1)C1=CC(=CC=C1)C=1OC2=C(N1)C=C(C=C2C(F)(F)F)CN[C@H]2[C@](CCC2)(O)C)C2=NN=CN2C (1S,2R)-2-(((2-(4'-fluoro-2'-(4-methyl-4H-1,2,4-triazol-3-yl)-[1,1'-biphenyl]-3-yl)-7-(trifluoromethyl)benzo[d]oxazol-5-yl)methyl)amino)-1-methylcyclopentan-1-ol